(Z)-7-(5-(5-chloro-2-methoxybenzylidene)-2,4-dioxathiazolidine-3-yl)-N-hydroxyheptanamide ClC=1C=CC(=C(\C=C/2\ON(OS2)CCCCCCC(=O)NO)C1)OC